Cl.N1CCC(CC1)C=1C=C2CC(NC2=CC1)=O 5-(piperidin-4-yl)indolin-2-one hydrochloride